(1S)-1-[4-[1-methyl-4-(trifluoromethyl)imidazol-2-yl]phenyl]ethanol CN1C(=NC(=C1)C(F)(F)F)C1=CC=C(C=C1)[C@H](C)O